2-[2-(dimethylamino)-1,3-oxazol-4-yl]benzonitrile CN(C=1OC=C(N1)C1=C(C#N)C=CC=C1)C